C1(OC(CC12CC(OC(C2)=O)=O)=O)=O 2,8-dioxaspiro[4.5]decane-1,3,7,9-tetraone